tert-butyl (1-(((4-(4-(trifluoromethyl)phenyl)phthalazin-1-yl)amino)methyl)cyclobutyl)carbamate FC(C1=CC=C(C=C1)C1=NN=C(C2=CC=CC=C12)NCC1(CCC1)NC(OC(C)(C)C)=O)(F)F